2-[N,N-bis(2-hydroxyethyl)amino]-1-ethanesulfonic acid OCCN(CCO)CCS(=O)(=O)O